5-amino-3-methyl-1H-1,2,4-triazol NC1=NC(=NN1)C